6-(2-bromophenyl)-2,8-diphenylimidazo[1,2-a]pyridine BrC1=C(C=CC=C1)C=1C=C(C=2N(C1)C=C(N2)C2=CC=CC=C2)C2=CC=CC=C2